CC1(OCCO1)C=1SC=CN1 2-(2-methyl-1,3-dioxolan-2-yl)thiazole